(3S,4R)-5,5,5-trifluoro-4-hydroxy-3,4-dimethyl-pentanoic acid FC([C@]([C@H](CC(=O)O)C)(C)O)(F)F